ethyl 4-(N-(4-acetoxy-3-oxobutyl)acetamido)benzoate C(C)(=O)OCC(CCN(C(C)=O)C1=CC=C(C(=O)OCC)C=C1)=O